2,4,7,9-tetraethyl-5-decyne-4,7-diol C(C)C(C)CC(C#CC(CC(C)CC)(O)CC)(O)CC